COC[C@H](C1=CC=C2C(=N1)N=CN2COCC[Si](C)(C)C)N2C(C1=CC=CC=C1C2=O)=O (S)-2-(2-Methoxy-1-(1-((2-(trimethylsilyl)ethoxy)methyl)-1H-imidazo[4,5-b]pyridin-5-yl)ethyl)isoindoline-1,3-dione